O1[C@@H](COCC1)COC1=NC(N2C(C3=CC=C(C=C3CC2)C#CCO)=C1)=O 2-((S)-1-[1,4]dioxan-2-ylmethoxy)-9-(3-hydroxy-prop-1-ynyl)-6,7-dihydro-pyrimido[6,1-a]isoquinolin-4-one